C(#N)C=1C=NN2C1C(=CC(=C2)CC(C(=O)N)(C)O)C=2C=NC(=CC2)N2CC1N(C(C2)C1)CC=1C=NC(=CC1)OC (3-cyano-4-(6-(6-((6-methoxypyridin-3-yl)methyl)-3,6-diazabicyclo[3.1.1]heptan-3-yl)pyridin-3-yl)pyrazolo[1,5-a]pyridin-6-yl)-2-hydroxy-2-methylpropanamide